ethyl 3-((4-(3,5-difluorophenyl)-6-(1H-pyrazol-1-yl)-1,3,5-triazin-2-yl)amino)propanoate FC=1C=C(C=C(C1)F)C1=NC(=NC(=N1)N1N=CC=C1)NCCC(=O)OCC